C1(CCCCC1)C(C(=O)OC[C@H]1O[C@]([C@@H]([C@@H]1O)O)(C1=CC=C2C(=NC=NN21)NC(=O)OCOC(C(C)(C)C)=O)C#N)(C)C ((2R,3S,4R,5R)-5-cyano-3,4-dihydroxy-5-(4-((((pivaloyloxy)methoxy)carbonyl)amino)pyrrolo[2,1-f][1,2,4]triazin-7-yl)tetrahydrofuran-2-yl)methyl 2-cyclohexyl-2-methylpropanoate